CN(CC(COCCCCCCCC\C=C/C\C=C/CCCCC)OCCCCCCCC\C=C/C\C=C/CCCCC)C N,N-dimethyl-2,3-bis(((9Z,12Z)-octadeca-9,12-dien-1-yl)oxy)propan-1-amine